(rac)-((1s,3s)-3-Hydroxy-3-methylcyclobutyl)(6-(imidazo[1,5-a]pyridin-1-yl)-2-azaspiro[3.4]octan-2-yl)methanone OC1(CC(C1)C(=O)N1CC2(C1)C[C@@H](CC2)C=2N=CN1C2C=CC=C1)C |r|